ClCCCC(C#CCOC1=CC=C(C=C1)N1CC2(CC1=O)C(N(C(CC2)=O)C(=O)OC(C)(C)C)=O)(C)O tert-butyl 2-(4-((7-chloro-4-hydroxy-4-methylhept-2-yn-1-yl)oxy)phenyl)-3,6,8-trioxo-2,7-diazaspiro[4.5]decane-7-carboxylate